C(C)(=O)[O-].C(C)(=O)[O-].C(C(C)(C)C)[Bi+2] neopentylbismuth diacetate